FC(C(=O)N)(C1=CC=C(C=C1)C1=NN(C=N1)C1=CC=C(C=C1)OC(F)(F)F)F 2,2-difluoro-2-(4-(1-(4-(trifluoromethoxy)phenyl)-1H-1,2,4-triazol-3-yl)phenyl)acetamide